F[P-](F)(F)(F)(F)F.C1(=CC=CC=C1)SC1=CC=C(C=C1)[SH2+] (4-(phenylthio)phenyl)sulfonium hexafluorophosphate